5-chloro-4-((1-(2,4-difluorophenyl)cyclopropyl)amino)-2-fluoro-N-(thiazol-4-yl)benzenesulfonamide ClC=1C(=CC(=C(C1)S(=O)(=O)NC=1N=CSC1)F)NC1(CC1)C1=C(C=C(C=C1)F)F